N-[6-[2-[2-(dimethylamino)ethylcarbamoyl]pyrimidin-5-yl]-2-methoxy-3-pyridyl]-5-methyl-3-phenyl-isoxazole-4-carboxamide CN(CCNC(=O)C1=NC=C(C=N1)C1=CC=C(C(=N1)OC)NC(=O)C=1C(=NOC1C)C1=CC=CC=C1)C